FC(C=1C=C(OC2=C(C=C(C=O)C=C2)OC)C=C(C1)C(F)(F)F)(F)F 4-[3,5-bis(trifluoromethyl)phenoxy]-3-methoxybenzaldehyde